(5-chloro-6-fluoro-1H-indol-3-yl)-5-(4-methoxyphenyl)isoindoline-2-carboxamide ClC=1C=C2C(=CNC2=CC1F)C1N(CC2=CC(=CC=C12)C1=CC=C(C=C1)OC)C(=O)N